C12(CCC(C1)C2)C2CBOC2 2-(bicyclo[2.1.1]hexan-1-yl)-4,4,5-dioxaborolane